3-bromo-2,6-difluoro-5-methylaniline BrC=1C(=C(N)C(=C(C1)C)F)F